ClC=1C(=NC=C(C1)[N+](=O)[O-])N1C(CCC1)=O 1-(3-chloro-5-nitropyridin-2-yl)pyrrolidin-2-one